7-chloro-2-((3-fluorophenyl)amino)quinazolin-4(3H)-one ClC1=CC=C2C(NC(=NC2=C1)NC1=CC(=CC=C1)F)=O